1-(azetidin-3-yl)-1H-benzo[d]imidazol-2(3H)-one N1CC(C1)N1C(NC2=C1C=CC=C2)=O